8-((2R,3S)-3-(((R)-ethylsulfinyl)methyl)-2-methylazetidin-1-yl)-N-(2-((3S,4R)-3-fluoro-4-methoxypiperidin-1-yl)pyrimidin-4-yl)-5-isopropylisoquinolin-3-amine C(C)[S@@](=O)C[C@@H]1[C@H](N(C1)C=1C=CC(=C2C=C(N=CC12)NC1=NC(=NC=C1)N1C[C@@H]([C@@H](CC1)OC)F)C(C)C)C